7-bromo-8-methyl-1,2,3,4-tetrahydro-1,5-naphthyridine BrC1=CN=C2CCCNC2=C1C